F[P-](F)(F)(F)(F)F.C1(=C(C=CC=C1)CC(C)(C1=CC=CC=C1)I)C tolylcumyl iodide hexafluorophosphate